C12C(CC(CC1)C2)C=2C=C(C=CC2)C2=NC(=NC(=N2)Cl)C2=CC=CC=C2 2-(3-(bicyclo[2.2.1]heptan-2-yl)phenyl)-4-chloro-6-phenyl-1,3,5-triazine